FC1=C(C(=CC(=C1)N1CC2(C1)CNC2)F)[C@H]2N([C@@H](CC1=C3C(=CC=C21)NC(O3)=O)C)CC(F)(F)F (6S,8R)-6-(2,6-difluoro-4-(2,6-diazaspiro[3.3]heptan-2-yl)phenyl)-8-methyl-7-(2,2,2-trifluoroethyl)-6,7,8,9-tetrahydrooxazolo[5,4-f]isoquinoline-2(3H)-one